BrC1=C(C=C(C#N)C=C1)COCC 4-bromo-3-(ethoxymethyl)benzonitrile